5-[4-[(3S)-1-(3-fluoropropyl)pyrrolidin-3-yl]oxyphenyl]-6-(3-fluoro-4-pyridyl)-8,9-dihydro-7H-benzo[7]annulen-2-ol FCCCN1C[C@H](CC1)OC1=CC=C(C=C1)C1=C(CCCC2=C1C=CC(=C2)O)C2=C(C=NC=C2)F